FC1=C(C=C(C(=C1)C)C1=CC=2N(C(=C1)N1CCOCC1)N=CC2)NC(=O)N2C[C@@H](CC2)CC(F)(F)F (3S)-N-{2-fluoro-4-methyl-5-[7-(morpholin-4-yl)pyrazolo[1,5-a]pyridin-5-yl]phenyl}-3-(2,2,2-trifluoroethyl)pyrrolidine-1-carboxamide